octyl-ketoglutarate C(CCCCCCC)C(C(C(=O)[O-])=O)CC(=O)[O-]